(6-((5-bromo-2-((5-(1-ethyl-1H-pyrazol-4-yl)-2-methoxy-4-(piperazin-1-yl)phenyl)amino)pyrimidin-4-yl)amino)quinoxalin-5-yl)dimethylphosphine oxide BrC=1C(=NC(=NC1)NC1=C(C=C(C(=C1)C=1C=NN(C1)CC)N1CCNCC1)OC)NC=1C(=C2N=CC=NC2=CC1)P(C)(C)=O